2-p-chlorophenyl-5-(trifluoromethyl)pyrrole-3-carbonitrile ClC1=CC=C(C=C1)C=1NC(=CC1C#N)C(F)(F)F